[Ni]=S.[Pt] platinum-nickel sulfide